[Si](C)(C)(C(C)(C)C)OC1CCC2(C3CCC4(C(CCC4C3CC=C2C1)C(CCCO)C)C)C 4-(3-((tert-butyldimethylsilyl)oxy)-10,13-dimethyl-2,3,4,7,8,9,10,11,12,13,14,15,16,17-tetradecahydro-1H-cyclopenta[a]phenanthren-17-yl)pentan-1-ol